tert-butyl {2-[(2-(1-cyclohexylethoxy)-4-{3-[1-(1-ethoxyethoxy)ethyl]-4-methyl-5-oxo-4,5-dihydro-1H-1,2,4-triazol-1-yl}-5-fluorobenzoyl)amino]-3-methylphenyl}carbamate C1(CCCCC1)C(C)OC1=C(C(=O)NC2=C(C=CC=C2C)NC(OC(C)(C)C)=O)C=C(C(=C1)N1N=C(N(C1=O)C)C(C)OC(C)OCC)F